CN1C=C(C=CC1=O)B(O)O 1-methyl-6-oxo-1,6-dihydropyridine-3-boronic acid